C(C)(C)(C)OC(=O)N1CCC(CC1)C=C(Br)Br 4-(2,2-Dibromovinyl)piperidine-1-carboxylic acid tert-butyl ester